benzo[b]naphtho[2,1-d]furan-7-yl-boronic acid C1=CC=CC=2C=CC=3C4=C(OC3C12)C=CC=C4B(O)O